(R)-3,4-bis(1-hydroxy-1,3-dihydrobenzo[c][1,2]oxaborole-6-carboxamido)butanoic acid OB1OCC2=C1C=C(C=C2)C(=O)N[C@H](CC(=O)O)CNC(=O)C=2C=CC1=C(B(OC1)O)C2